O([Si](C1=CC=CC=C1)(C1=CC=CC=C1)C(C)(C)C)CCON1C(C2=C(C=NC=C2CC1)F)=O 2-(2-(tert-butyldiphenylsiloxy)ethoxy)-8-fluoro-3,4-dihydro-2,6-naphthyridin-1(2H)-one